OCCCOC1=C2C(=NC(=C1)C1=CN(C3=CN=C(C=C31)NC(C)=O)C)C3(OCC2)COCC3 N-(3-(4'-(3-Hydroxypropoxy)-4,5,5',6'-Tetrahydro-2H-Spiro[Furan-3,8'-Pyrano[3,4-b]Pyridin]-2'-yl)-1-Methyl-1H-Pyrrolo[2,3-c]Pyridin-5-yl)Acetamide